N-(3-[imidazo[1,2-a]pyridin-7-yl]-1-[[2-(trimethylsilyl)ethoxy]methyl]pyrrolo[2,3-b]pyridin-6-yl)cyclopropanecarboxamide N=1C=CN2C1C=C(C=C2)C2=CN(C1=NC(=CC=C12)NC(=O)C1CC1)COCC[Si](C)(C)C